C(CC=C)OC=1C=C(CO)C=C(C1)OCCC=C 3,5-bis[(but-3-en-1-yl)oxy]benzyl Alcohol